CN1C(C2(C3=C1C=NC=1C=CC=CC31)CN(C2)C(=O)[O-])=O 3'-methyl-2'-oxo-2',3'-dihydrospiro[azetidine-3,1'-pyrrolo[2,3-c]quinoline]-1-carboxylate